7-(6-(2-oxa-5-azabicyclo[2.2.1]heptan-5-yl)pyridin-3-yl)-3-(2,6-difluoro-3,5-dimethoxyphenyl)-1-(tetrahydrofuran-3-yl)-1,6-naphthyridin-2(1H)-one C12OCC(N(C1)C1=CC=C(C=N1)C1=NC=C3C=C(C(N(C3=C1)C1COCC1)=O)C1=C(C(=CC(=C1F)OC)OC)F)C2